ClC1=CC(=NC=C1C#N)C1=CC=C(C=C1)NC(OC(C)(C)C)=O tert-Butyl N-[4-(4-chloro-5-cyano-2-pyridyl)phenyl]carbamate